OC(COCC(=O)N[C@@H](C(C)C)C(=O)O)C N-((2-hydroxypropoxy)acetyl)-L-valine